2-(3-chloro-4-methoxyphenyl)-4-(2,4-dimethoxyphenyl)pyrimidine ClC=1C=C(C=CC1OC)C1=NC=CC(=N1)C1=C(C=C(C=C1)OC)OC